3-[5-[(4-methoxy-4-piperidyl)methyl]-3-methyl-2-oxo-benzimidazol-1-yl]piperidine-2,6-dione COC1(CCNCC1)CC1=CC2=C(N(C(N2C)=O)C2C(NC(CC2)=O)=O)C=C1